O1COC2=C1C=CC(=C2)CC(C)=O 1-(benzo[d][1,3]dioxol-5-yl)propan-2-one